2-(morpholin-4-yl)-8-[2-(tetrahydropyran-2-yl)-2H-pyrazol-3-yl]-[1,7]naphthyridin-4-ylmethyl methanesulfonate CS(=O)(=O)OCC1=CC(=NC2=C(N=CC=C12)C=1N(N=CC1)C1OCCCC1)N1CCOCC1